COC=1C(=CC=2C(=C3C(=NC2C1)CCC3)N[C@@H]3CNCCC3)OC (3S)-N-{6,7-dimethoxy-1H,2H,3H-cyclopenta[b]quinolin-9-yl}piperidin-3-amine